2'-O,4'-C-methylene-4-N-(isobutyryl)-5-methylcytidine C1O[C@H]2[C@@H](O[C@@]1([C@H]2O)CO)N2C(=O)N=C(NC(C(C)C)=O)C(=C2)C